BrC1=CC(=[N+](C=C1C)[O-])C 4-bromo-2,5-dimethylpyridine 1-oxide